(4-Cyclopropylthiazol-2-yl)(6-(5-isopropyl-1H-pyrazole-3-carbonyl)-2,6-diazaspiro[3.3]heptan-2-yl)methanone C1(CC1)C=1N=C(SC1)C(=O)N1CC2(C1)CN(C2)C(=O)C2=NNC(=C2)C(C)C